8-fluoro-9H-pyrimido[4,5-b]indol-4-amine FC=1C=CC=C2C3=C(NC12)N=CN=C3N